FC1=C(C=CC(=C1)C=1C=C(C=2N=C(N=CC2N1)N[C@@H]1CNC[C@H](C1)F)C(C)C)NC(CCC)=O N-(2-fluoro-4-(2-(((3S,5S)-5-fluoro-piperidin-3-yl)amino)-8-iso-propylpyrido[3,2-d]pyrimidin-6-yl)phenyl)butyramide